C12(CCC(CC1)(CC2)COCCC#N)COCCC#N 3,3'-((bicyclo[2.2.2]octane-1,4-diylbis(methylene))bis(oxy))dipropionitrile